N(=[N+]=[N-])C1=CC(=C(C=C1)N1CCN(CC1)C)[N+](=O)[O-] 1-(4-azido-2-nitro-phenyl)-4-methyl-piperazine